FC(OC1=C(C(=O)N)C=CC=C1F)F (difluoromethoxy)-3-fluorobenzamide